1-[2-amino-6-[(4-chlorophenyl)methyl]-4-fluorophenyl]ethanone rac-(R)-tetrahydro-2H-pyran-3-yl-methanesulfonate O1C[C@@H](CCC1)CS(=O)(=O)O.NC1=C(C(=CC(=C1)F)CC1=CC=C(C=C1)Cl)C(C)=O |r|